CN1C(C=2N=CN=CC2C1=O)(C)C 6,7,7-trimethyl-6,7-dihydro-5H-pyrrolo[3,4-d]pyrimidin-5-one